C(C)(C)(C)OC(=O)N1[C@H](CC[C@@H](C1)NC(=O)C=1C=NC2=CC(=CC=C2N1)Cl)C=1OC(=NN1)OCCOC(F)(F)F (2R,5S)-5-(7-chloroquinoxaline-3-amido)-2-{5-[2-(trifluoromethoxy)ethoxy]-1,3,4-oxadiazol-2-yl}piperidine-1-carboxylic acid tert-butyl ester